(S)-1-(1-Methoxyethyl)cyclobutane-1-carboxylic acid CO[C@@H](C)C1(CCC1)C(=O)O